tert-butyl 4-ethynyl-4-fluoro-piperidine-1-carboxylate C(#C)C1(CCN(CC1)C(=O)OC(C)(C)C)F